2-ethoxycarbonyl-2-(2-hydroxyethyl)-5-methylhexanoic acid C(C)OC(=O)C(C(=O)O)(CCC(C)C)CCO